4-bipyridyl-amine N1=C(C=C(C=C1)N)C1=NC=CC=C1